3-bromo-1-(3-chloropyridin-2-yl)-N-(2,4-dichloro-6-(ethylcarbamyl)phenyl)-N-methyl-1H-pyrazole-5-carboxamide BrC1=NN(C(=C1)C(=O)N(C)C1=C(C=C(C=C1C(NCC)=O)Cl)Cl)C1=NC=CC=C1Cl